[2H]C([2H])([2H])C=1NC=2C(=NC1)N=CC2C(=O)N (trideuteriomethyl)pyrrolo[2,3-b]pyrazine-7-carboxamide